tert-butyl (3-(1-fluoro-2-methylprop-1-en-1-yl)bicyclo[1.1.1]pentan-1-yl)carbamate FC(=C(C)C)C12CC(C1)(C2)NC(OC(C)(C)C)=O